N1(CCOCC1)CCC(=O)N 3-(morpholin-4-yl)propanamide